(E)-1,3-diphenyl-butan-2-ene-1-ol C1(=CC=CC=C1)C(\C=C(/C)\C1=CC=CC=C1)O